C(C)OC1=CC=C2C3(CC=4C(=NOC4C2=C1)NS(=O)(=O)C1=C(C=CC=C1)OC)CC3 N-(8'-ethoxy-4'H-spiro[cyclopropane-1,5'-naphtho[2,1-d]isoxazol]-3'-yl)-2-methoxybenzenesulfonamide